4,4'-(hexane-1,6-diyl)bis(benzene-1,2-diol) C(CCCCCC=1C=C(C(=CC1)O)O)C=1C=C(C(=CC1)O)O